5-[2-methyl-5-[[(1R,5S,7s)-9-methyl-3-oxa-9-azabicyclo[3.3.1]nonan-7-yl]oxy]-4-pyridyl]-N-pyridazin-3-yl-pyrazolo[1,5-a]pyridin-2-amine CC1=NC=C(C(=C1)C1=CC=2N(C=C1)N=C(C2)NC=2N=NC=CC2)OC2C[C@H]1COC[C@@H](C2)N1C